decyl 3,3-dimethylcyclobutane-1-carboxylate CC1(CC(C1)C(=O)OCCCCCCCCCC)C